Methyl (Z)-3-(((4-(N-methyl-2-(4-methylpiperazin-1-yl)acetamido)phenyl)amino)(p-tolyl)methylene)-2-oxoindoline-5-carboxylate CN(C(CN1CCN(CC1)C)=O)C1=CC=C(C=C1)N\C(=C\1/C(NC2=CC=C(C=C12)C(=O)OC)=O)\C1=CC=C(C=C1)C